ClC1=C(C=C(C=C1)Cl)CCN 2,5-dichlorophenylethylamine